BrC=1C=2N(C3=C(C1)N=C(S3)N)N=CN2 5-bromothiazolo[4,5-e][1,2,4]triazolo[1,5-a]pyridin-2-amine